CN(CC\C=C\1/C(C=CC=2OCC3=C(CC21)C=CC=C3)CC(=O)O)C 1-[(E)-3-(Dimethylamino)propylidene]-6,11-dihydrodibenz[b,e]oxepin-2-acetic acid